(S)-(4-(4-amino-6-(6-ethynyl-4-methylpyridin-3-yl)-7-methyl-7H-pyrrolo[2,3-d]pyrimidin-5-yl)cyclohex-3-en-1-yl)(4-azaspiro[2.4]heptan-4-yl)methanone NC=1C2=C(N=CN1)N(C(=C2C2=CC[C@H](CC2)C(=O)N2C1(CC1)CCC2)C=2C=NC(=CC2C)C#C)C